(S)-N-{(S)-1-[2-(7-Bromobenzo[d]isoxazol-3-yl)phenyl]-2-(pyridine-2-yl)ethyl}-2-methylpropane-2-sulfinamide BrC1=CC=CC=2C(=NOC21)C2=C(C=CC=C2)[C@H](CC2=NC=CC=C2)N[S@@](=O)C(C)(C)C